Ethyl (2-acetylphenyl)carbamate C(C)(=O)C1=C(C=CC=C1)NC(OCC)=O